1,1-dimethyl-3-(trans-4-(2-(4-(4-phenyl-6-(tetrahydro-2H-pyran-4-yl)pyridin-2-yl)piperazin-1-yl)ethyl)cyclohexyl)urea CN(C(=O)N[C@@H]1CC[C@H](CC1)CCN1CCN(CC1)C1=NC(=CC(=C1)C1=CC=CC=C1)C1CCOCC1)C